Aminoethyl-5β-Cholanoamide β-butyl-methacrylate CC(CC)C=C(C(=O)O)C.NCCC(C(=O)N)C[C@@H](C)[C@H]1CC[C@H]2[C@@H]3CC[C@@H]4CCCC[C@]4(C)[C@H]3CC[C@]12C